cyclopropyl(spiro[3.3]heptan-2-yl)methyl ((2-(2,6-dioxopiperidin-3-yl)-3-oxoisoindolin-5-yl)methyl)carbamate O=C1NC(CCC1N1CC2=CC=C(C=C2C1=O)CNC(OC(C1CC2(C1)CCC2)C2CC2)=O)=O